C(C1=CC=CC=C1)N1C(C(=C(C=C1)CN1CCC(CC1)CC1=CC=CC=C1)O)=O 1-benzyl-3-hydroxy-4-(4-benzylpiperidin-1-ylmethyl)pyridin-2(1H)-one